C(#C)C1=CC=C(C=C1)C[C@@H](C(=O)NO)N1N=NC(=C1)CNS(=O)(=O)C=1SC(=CC1)C1=CC=CC=C1 (2S)-3-(4-ethynylphenyl)-2-[4-[[(5-phenyl-2-thienyl)sulfonylamino]methyl]triazol-1-yl]propanehydroxamic acid